CC1=CC=C(C=NN)C=C1 (4-methylbenzylidene)hydrazine